ClC=1C=C(C=CC1Cl)C=1NC2=C(C=C(C=C2C1)NS(=O)(=O)CC)C=1N=CN(C1)C N-(2-(3,4-dichlorophenyl)-7-(1-methyl-1H-imidazol-4-yl)-1H-indol-5-yl)ethanesulfonamide